1-(3-oxabicyclo[3.1.0]hexan-6-yl)ethan-1-one benzyl-(((1S,4S)-1-hydroxy-4-(6-methoxy-5-(6-(trifluoromethyl)picolinyl)-2H-indol-2-yl)cyclohexyl)methyl)(methyl)carbamate C(C1=CC=CC=C1)OC(N(C)CC1(CCC(CC1)C1N=C2C=C(C(=CC2=C1)CC1=NC(=CC=C1)C(F)(F)F)OC)O)=O.C12COCC2C1C(C)=O